FC=1C(=NC=CC1CN1C(CC1)C1=CC=C(C=C1)F)C=1C=C2CN(C(C2=CC1)=O)C1C(NC(CC1)=O)=O 3-(5-(3-fluoro-4-((2-(4-fluorophenyl)azetidin-1-yl)methyl)pyridin-2-yl)-1-oxoisoindolin-2-yl)piperidine-2,6-dione